1,3-dioxoisoindol-2-yl 3-(1,1-difluoroethyl)oxetane-3-carboxylate FC(C)(F)C1(COC1)C(=O)ON1C(C2=CC=CC=C2C1=O)=O